OC=1C2=C(N(C(C1C(=O)O)=O)C)CC[C@H]2C (5R)-4-hydroxy-1,5-dimethyl-2-oxo-6,7-dihydro-5H-cyclopenta[b]pyridine-3-carboxylic acid